N1N=NC(=C1)C1=NC=CC(=C1)C1=NOC(=N1)C(F)(F)F 3-(2-(1H-1,2,3-triazol-4-yl)pyridin-4-yl)-5-(trifluoromethyl)-1,2,4-oxadiazole